C1(CCCC1)NC1=NC(=NC=C1CO)SC [4-(Cyclopentylamino)-2-methylsulfanyl-pyrimidin-5-yl]methanol